FC(C(=O)O)(F)F.C1(CCCC1)COC1=CC(=C(C(=O)NS(=O)(=O)N2CCC(CC2)O[C@@H]2CNCC2)C=C1C1CC1)F (S)-4-(cyclopentylmethoxy)-5-cyclopropyl-2-fluoro-N-((4-(pyrrolidin-3-yloxy)piperidin-1-yl)sulfonyl)benzamide 2,2,2-trifluoroacetate